2-(2-((2-(2,6-dioxopiperidin-3-yl)-1,3-dioxoisoindolin-4-yl)oxy)ethoxy)propionic acid O=C1NC(CCC1N1C(C2=CC=CC(=C2C1=O)OCCOC(C(=O)O)C)=O)=O